2-chloro-N-(4-methylsulfonylamino-3-phenoxyphenyl)-acetamide ClCC(=O)NC1=CC(=C(C=C1)NS(=O)(=O)C)OC1=CC=CC=C1